Bromopropyl-dipropyl-ethoxysilane BrCCC[Si](OCC)(CCC)CCC